BrC1=CC=CC=2C=3N(C(=NC12)N[C@H](C)C(=O)NCCCN(C)C)N=C(N3)C=3C=NN(C3)C N2-[7-bromo-2-(1-methyl-1H-pyrazol-4-yl)[1,2,4]triazolo[1,5-c]quinazolin-5-yl]-N-[3-(dimethylamino)propyl]-D-alaninamide